ethyl 2-amino-6-cyano-6-cyclopropyl-7-oxo-4,5,6,7-tetrahydro-1-benzothiophene-3-carboxylate NC=1SC2=C(C1C(=O)OCC)CCC(C2=O)(C2CC2)C#N